FC1(CCC(CC1)/C=C/B1OC(C(O1)(C)C)(C)C)F 2-[(E)-2-(4,4-difluorocyclohexyl)ethenyl]-4,4,5,5-tetramethyl-1,3,2-dioxaborolane